C(C)(C)(C)OC(=O)N1C[C@H](CC1)[C@@H](C(=O)OC(C)(C)C)CC1=C(C=C(C=C1)I)Br.BrC1=CC(=CC(=C1)OCCC(F)(F)F)Cl 1-bromo-3-chloro-5-(3,3,3-trifluoropropoxy)benzene tert-Butyl-(3R)-3-[(1S)-1-[(2-bromo-4-iodo-phenyl)methyl]-2-tert-butoxy-2-oxo-ethyl]pyrrolidine-1-carboxylate